5-bromo-1,2-dihydropyridin-2-one BrC=1C=CC(NC1)=O